ClC1=CC=C(C=C1)C1=C(C(=NN1C1=C(C=C(C=C1)Cl)Cl)C(=O)NN1CCCCC1)C 5-(4-chlorophenyl)-1-(2,4-dichlorophenyl)-4-methyl-N-piperidino-1H-pyrazole-3-carboxamide